2-(4-hydroxybenzylamino)-4-(4-tert-butylaminopiperidin-1-yl)quinoline Hydrochloride Salt Cl.OC1=CC=C(CNC2=NC3=CC=CC=C3C(=C2)N2CCC(CC2)NC(C)(C)C)C=C1